tert-butyl 7-(1-(4-fluoro-2-(isopropyl(methyl)carbamoyl)phenyl)-1H-pyrrolo[2,3-c]pyridin-3-yl)-2-azaspiro[3.5]nonane-2-carboxylate FC1=CC(=C(C=C1)N1C=C(C=2C1=CN=CC2)C2CCC1(CN(C1)C(=O)OC(C)(C)C)CC2)C(N(C)C(C)C)=O